FC1=CC(=CC2=CN(N=C12)C)C=1SC=2C(N1)=CN(N2)C2CCN(CC2)C(=O)OCCCC butyl 4-[5-(7-fluoro-2-methylindazol-5-yl)pyrazolo[4,3-d][1,3]thiazol-2-yl]piperidine-1-carboxylate